Cl.FC12[C@@H]([C@@H](NC(C1)C2)CC=2C(=C(C=CC2)C2=CC(=CC(=C2)F)F)F)NS(=O)(=O)C |o1:3,4| N-{(3S*,4R*)-5-fluoro-3-[(2,3',5'-trifluoro[biphenyl]-3-yl)methyl]-2-azabicyclo[3.1.1]heptan-4-yl}methanesulfonamide hydrochloride